5-([[(1,2,3,5,6,7-hexahydro-s-indacen-4-yl)carbamoyl]amino](imino)oxo-lambda6-sulfanyl)-2-isopropylpyrazole-3-carboxylic acid C1CCC2=C(C=3CCCC3C=C12)NC(=O)NS(C=1C=C(N(N1)C(C)C)C(=O)O)(=O)=N